ethyl 2,4-dimethyl-3-pyrrolecarboxylate 2-[2-(6-hydroxybenzo[1,3]dioxol-5-yl)-2H-benzotriazol-5-yloxy]ethyl-methacrylate OC=1C(=CC2=C(OCO2)C1)N1N=C2C(=N1)C=CC(=C2)OCCOC(C(=C)C)=O.CC=2NC=C(C2C(=O)OCC)C